NC=1C=C(COC2=NC=3C[C@H](CCC3C(=N2)N2CCN(CC2)C(C=C)=O)N2CCC3=CC=CC=C23)C=CC1 (S)-1-(4-(2-((3-Aminobenzyl)oxy)-7-(indolin-1-yl)-5,6,7,8-tetrahydroquinazolin-4-yl)piperazin-1-yl)prop-2-en-1-one